3-carbamoyl-6-(1-methyl-1H-pyrazole-4-yl)pyrazolo[1,5-a]pyridin-4-yl trifluoromethanesulfonate FC(S(=O)(=O)OC=1C=2N(C=C(C1)C=1C=NN(C1)C)N=CC2C(N)=O)(F)F